FC1=CC=C(C=C1)[C@@H]1N(CCC2=CC=CC=C12)C(=O)[C@H]1OC[C@@]2(CO2)C1 ((S)-1-(4-fluorophenyl)-3,4-dihydroisoquinolin-2(1H)-yl)((3S,6S)-1,5-dioxaspiro[2.4]heptan-6-yl)methanone